4-[(cyclobutylamino)methyl]-1-methyl-pyrazole-3-carboxylic acid ethyl ester C(C)OC(=O)C1=NN(C=C1CNC1CCC1)C